8-chlorobenzazepine-3-Carboxylic acid benzyl ester C(C1=CC=CC=C1)OC(=O)C1=CNC2=C(C=C1)C=CC(=C2)Cl